N-((1s,4s)-4-((5-(4-fluorobenzoyl)-2-((4-(4-methylpiperazin-1-yl)phenyl)amino)-7H-pyrrolo[2,3-d]pyrimidin-4-yl)amino)cyclohexyl)methanesulfonamide FC1=CC=C(C(=O)C2=CNC=3N=C(N=C(C32)NC3CCC(CC3)NS(=O)(=O)C)NC3=CC=C(C=C3)N3CCN(CC3)C)C=C1